COC(=O)C1=NC2=C(N1C1=CC3=C(NC(N3)=O)C=C1)C=CC=C2 1-(2-oxo-1,3-dihydrobenzimidazol-5-yl)benzimidazole-2-carboxylic acid methyl ester